C(#N)CCC[Si](O[Si](CCCC#N)(C)C)(C)C 1,3-Bis(cyanopropyl)tetramethyldisiloxane